((S)-1-aminoethyl)-2-(2-(hydroxymethyl)cyclopropyl)-8-methylisoquinolin-1(2H)-one N[C@@H](C)C=1N(C(C2=C(C=CC=C2C1)C)=O)C1C(C1)CO